ClC1=NC(=CC(=N1)N1CC2COCC(C1)N2C(=O)OC(C)(C)C)Cl tert-Butyl 7-(2,6-dichloropyrimidin-4-yl)-3-oxa-7,9-diazabicyclo[3.3.1]nonane-9-carboxylate